O1CCC=2C1=CC=1C(=CNC1C2)CCN(C)C 2-(3,5-dihydro-2H-furo[2,3-f]indol-7-yl)-N,N-dimethylethan-1-amine